(E)-N-(1-(1H-indol-3-yl)-3-hexene-2-yl)-6-(4-methylpiperazin-1-yl)benzo[b]thiophene-2-carboxamide tert-Butyl-(S)-3-((3-fluoro-5-nitropyridin-2-yl)oxy)pyrrolidine-1-carboxylate C(C)(C)(C)OC(=O)N1C[C@H](CC1)OC1=NC=C(C=C1F)[N+](=O)[O-].N1C=C(C2=CC=CC=C12)CC(\C=C\CC)NC(=O)C1=CC2=C(S1)C=C(C=C2)N2CCN(CC2)C